ClC1=C(C=C(C=C1)F)C1=CC=C(N=N1)NCC1CC12CCN(CC2)CC(C2=CC=CC=C2)C2=CC=CC=C2 6-(2-chloro-5-fluoro-phenyl)-N-[[6-(2,2-diphenylethyl)-6-azaspiro[2.5]octan-2-yl]methyl]pyridazin-3-amine